OC1=C(C=C(C=C1C(C)(C)CC)C(C)(C)CC)N1N=C2C(=N1)C=CC=C2 2-(2'-hydroxy-3',5'-di-tertiary-pentylphenyl)benzotriazole